2-(4-chloro-3-fluorophenoxy)-N-(3-{3-[(4-chlorophenoxy)methyl]-1,2,4-oxadiazol-5-yl}bicyclo[1.1.1]pentan-1-yl)acetamide ClC1=C(C=C(OCC(=O)NC23CC(C2)(C3)C3=NC(=NO3)COC3=CC=C(C=C3)Cl)C=C1)F